[Fe].C1CC12C(CC1(OCCO1)CC2)CN2C=NC1=C2C=C(C=C1)C#N ((7,10-Dioxadispiro[2.2.46.23]dodecan-4-yl)methyl)-1H-benzo[d]imidazole-6-carbonitrile Iron